BrC1=CC=C2C(=N1)N(C(=N2)C=2C(=NC=CC2)N)C2=CC=C(C=C2)CCl 3-(5-Bromo-3-(4-(chloromethyl)phenyl)-3H-imidazo[4,5-b]pyridin-2-yl)pyridin-2-amine